2-(3,5-Dimethyladamantane-1-amido)-1,3-benzothiazole-6-carboxylic acid ethyl ester C(C)OC(=O)C1=CC2=C(N=C(S2)NC(=O)C23CC4(CC(CC(C2)C4)(C3)C)C)C=C1